FC1=C(C(=CC=C1NS(=O)(=O)N1CCCC1)F)C1=CC2=C(N=C(N=C2)NCCC2CCN(CC2)C(=O)OC(C)(C)C)N(C1=O)C tert-butyl 4-[2-[[6-[2,6-difluoro-3-(pyrrolidin-1-ylsulfonylamino)phenyl]-8-methyl-7-oxopyrido[2,3-d]pyrimidin-2-yl]amino]ethyl]piperidine-1-carboxylate